undecan-7-ol CCCCCCC(CCCC)O